tert-butyl ((R)-1-((1r,4R)-4-azidocyclohexyl)-2-((S)-4-((4S,5S)-4-methyl-5-phenyl-4,5-dihydrooxazol-2-yl)-2-((thiophen-2-ylmethyl)carbamoyl)piperazin-1-yl)-2-oxoethyl)carbamate N(=[N+]=[N-])C1CCC(CC1)[C@H](C(=O)N1[C@@H](CN(CC1)C=1O[C@H]([C@@H](N1)C)C1=CC=CC=C1)C(NCC=1SC=CC1)=O)NC(OC(C)(C)C)=O